ClC=1C=CC(=C(C1)C1=CC(N(C=C1OC)C(C(=O)NC1=CC2=CN(N=C2C=C1)C)CC)=O)C=1SC(=NN1)C(F)F 2-[4-{5-chloro-2-[5-(difluoromethyl)-1,3,4-thiadiazol-2-yl]phenyl}-5-methoxy-2-oxopyridin-1(2H)-yl]-N-(2-methyl-2H-indazol-5-yl)butanamide